C(C)N(C1=CC2=C(C(=CC(O2)=O)CO)C=C1)CC 7-(Diethylamino)-4-(hydroxymethyl)-2H-benzopyran-2-one